C1(CCCCC1)COC=1C=C(C(=O)OCC)C=C(C1)\C=C\CNC(C(F)(F)F)=O (E)-ethyl 3-(cyclohexylmethoxy)-5-(3-(2,2,2-trifluoroacetamido)prop-1-enyl)benzoate